C[Si](O[Si](O[Si](C)(C)CCCOCCCCCCN)(C)C)(C)CCCOCCCCCCN ((1,1,3,3,5,5-hexamethyltrisiloxane-1,5-diyl)bis(propane-3,1-diyl)bis(oxy))bis(ethane-2,1-diyl)bis(butan-1-amine)